Cl.N[C@H](C(=O)O)C=1C=C(C=CC1)C (S)-2-amino-2-(m-tolyl)ethanoic acid hydrochloride